FC(F)(F)N1C(NC(C=C1)=O)=O (trifluoromethyl)pyrimidine-2,4(1H,3H)-dione